1-(tert-butoxycarbonyl)-4-(4-chloro-3,5-difluoro-1H-indole-2-carbonyl)piperazine-2-carboxylic acid C(C)(C)(C)OC(=O)N1C(CN(CC1)C(=O)C=1NC2=CC=C(C(=C2C1F)Cl)F)C(=O)O